benzyl 2-(tert-butoxycarbonylamino)-5-(2-ethoxy-2-oxo-ethoxy)-3,3-dimethyl-pentanoate C(C)(C)(C)OC(=O)NC(C(=O)OCC1=CC=CC=C1)C(CCOCC(=O)OCC)(C)C